6-bromo-2-cyclopropyl-8-fluoro-N-methylquinolin-4-amine BrC=1C=C2C(=CC(=NC2=C(C1)F)C1CC1)NC